1-(2-methoxy-5Z,19Z-hexacosadienyl)-sn-glycero-3-phosphoserine CCCCCC/C=C\CCCCCCCCCCCC/C=C\CCC(COC[C@H](COP(=O)(O)OC[C@@H](C(=O)O)N)O)OC